methyl 7-(4-((2-(2-((tert-butoxycarbonyl)amino)ethoxy)ethyl)carbamoyl)-2,6-dimethylphenyl)-3-(3-(naphthalen-1-yloxy)propyl)pyrazolo[1,5-a]pyridine-2-carboxylate C(C)(C)(C)OC(=O)NCCOCCNC(=O)C1=CC(=C(C(=C1)C)C1=CC=CC=2N1N=C(C2CCCOC2=CC=CC1=CC=CC=C21)C(=O)OC)C